3-(1-(2,6-dichlorophenyl)ethoxy)-N5-ethyl-N2-methyl-1H-pyrrole-2,5-dicarboxamide ClC1=C(C(=CC=C1)Cl)C(C)OC1=C(NC(=C1)C(=O)NCC)C(=O)NC